ClC1=CC(=C(C=2C=C(C(OC21)C(F)(F)F)C(=O)O)C)C 8-chloro-5,6-dimethyl-2-trifluoromethyl-2H-1-benzopyran-3-carboxylic acid